N-Formyl-Piperidine C(=O)N1CCCCC1